4-(5-(1-methyl-1H-pyrazol-4-yl)benzo[d]oxazol-2-yl)picolinic acid ethyl ester C(C)OC(C1=NC=CC(=C1)C=1OC2=C(N1)C=C(C=C2)C=2C=NN(C2)C)=O